FC1=C(C(=C2C=CN(C2=C1)S(=O)(=O)C1=CC=C(C)C=C1)S(=O)C)OC=1C=C(C=CC1)C1=NN(C=N1)CC=1C=C(C=CC1)CCC(=O)OCC ethyl 3-(3-((3-(3-((6-fluoro-4-(methylsulfinyl)-1-tosyl-1H-indol-5-yl)oxy)phenyl)-1H-1,2,4-triazol-1-yl)methyl)phenyl)propanoate